C1(=CC=CC=C1)C=1CNCC1 3-phenyl-2,5-dihydro-1H-pyrrole